C(C)OC(=O)C=1C2=C(N=C(N1)C1=CN=CS1)C=CN2 2-(thiazol-5-yl)-5H-pyrrolo[3,2-d]pyrimidine-4-carboxylic acid ethyl ester